Br.FC=1C(=C(C=CC1)[C@@H]1N=C(NC(=C1C(=O)OCC)C)C=1SC=CN1)C ethyl (4S)-4-(3-fluoro-2-methyl-phenyl)-6-methyl-2-thiazol-2-yl-1,4-dihydropyrimidine-5-carboxylate hydrobromide